4-Chloro-N-(3-phenylpropyl)-6-(pyrrolidin-1-yl)pyrimidin-2-amine ClC1=NC(=NC(=C1)N1CCCC1)NCCCC1=CC=CC=C1